1-((3aS,6R,7aR)-8,8-dimethyl-2,2-dioxidotetrahydro-3H-3a,6-methanobenzo[c]-isothiazol-1(4H)-yl)pentadecan-1-one CC1([C@@]23[C@H](N(S(C2)(=O)=O)C(CCCCCCCCCCCCCC)=O)C[C@H]1CC3)C